(R)-3-(4-((3,5-dichloro-4-(3-chloropropoxy)phenyl)sulfonyl)phenoxy)propane-1,2-diyl diacetate C(C)(=O)OC[C@@H](COC1=CC=C(C=C1)S(=O)(=O)C1=CC(=C(C(=C1)Cl)OCCCCl)Cl)OC(C)=O